4-(5-[3-(5-cyclopropyl-1,2,4-oxadiazol-3-yl)phenyl]thiophen-2-ylmethyl)-2,4-dihydro-3H-1,2,4-triazol-3-one hydrochloride Cl.C1(CC1)C1=NC(=NO1)C=1C=C(C=CC1)C1=CC=C(S1)CN1C(NN=C1)=O